3,3,3-trifluoropropyl 1,1,1-trifluoromethanesulfonate FC(S(=O)(=O)OCCC(F)(F)F)(F)F